tert-butyl 6-fluoro-6-(3-fluorophenyl)-2-azaspiro[3.3]heptane-2-carboxylate FC1(CC2(CN(C2)C(=O)OC(C)(C)C)C1)C1=CC(=CC=C1)F